O[C@H]1C[C@H](C[C@@H]1C)NC(OC(C)(C)C)=O |r| racemic-tert-butyl (1S,3S,4S)-3-hydroxy-4-methylcyclopentylcarbamate